CC=1C(=NC=C(C1)C)CN(CCCCC(=O)NO)[C@H]1CCCC=2C=CC=NC12 (S)-5-(((3,5-dimethylpyridin-2-yl)methyl)(5,6,7,8-tetrahydroquinolin-8-yl)amino)-N-hydroxypentanamide